(1R,2R)-1,2-cyclohexanediamine platinum(II) phosphate P(=O)([O-])([O-])[O-].[Pt+2].[C@@H]1([C@@H](CCCC1)N)N.P(=O)([O-])([O-])[O-].[Pt+2].[Pt+2]